ethyl 2-(4,7-dichloro-6-(4-((3S,4S)-1-ethyl-3-fluoropiperidin-4-yl)phenyl)-2H-indazol-2-yl)-2-(6,7-dihydro-5H-pyrrolo[1,2-c]imidazol-1-yl)acetate ClC=1C2=CN(N=C2C(=C(C1)C1=CC=C(C=C1)[C@H]1[C@@H](CN(CC1)CC)F)Cl)C(C(=O)OCC)C1=C2N(C=N1)CCC2